N1(CCC1)CC1(CC1)NC([C@@H](C(F)F)C1=CC=CC=C1)=O (S)-N-(1-(azetidin-1-ylmethyl)cyclopropyl)-3,3-difluoro-2-phenylpropanamide